N1C(C1)CN1N=CC(=C1)C1=NC2=C(C(=CC=C2N=C1)OC=1C=CC2=C(N(C(=N2)C)COCC[Si](C)(C)C)C1)Cl 2-(1-(Aziridin-2-ylmethyl)-1H-pyrazol-4-yl)-8-chloro-7-((2-methyl-1-((2-(trimethylsilyl)ethoxy)methyl)-1H-benzo[d]imidazol-6-yl)oxy)quinoxaline